BrCCC=C1C2=C(C=CC3=C1C=CC=C3)C=CC=C2 5-(3-bromo-propylidene)5H-dibenzo[a,d]cycloheptene